(4-(7-fluoroquinolin-4-yl)piperazine-1-yl)methanone FC1=CC=C2C(=CC=NC2=C1)N1CCN(CC1)C=O